8-chloro-2-(pyridin-4-yl)-4-(2,8-diazaspiro[4.5]decan-8-yl)pyrido[3,4-d]pyrimidine trifluoroacetate salt FC(C(=O)O)(F)F.ClC1=NC=CC2=C1N=C(N=C2N2CCC1(CCNC1)CC2)C2=CC=NC=C2